4,6-dichloro-7-methoxy-2-methyl-3-(4-(4-(trifluoromethoxy)phenoxy)phenyl)quinoline ClC1=C(C(=NC2=CC(=C(C=C12)Cl)OC)C)C1=CC=C(C=C1)OC1=CC=C(C=C1)OC(F)(F)F